CC1C2CC=C3[C@@H]4CC[C@H]([C@@H](CCCC(C)C)C)[C@]4(CC[C@@H]3[C@]2(CCC1O)C)C 4-methylcholest-7-ene-3-ol